ClC1=C(OC(C(=O)N)C)C=CC(=C1)Cl 2-(2,4-dichlorophenoxy)propanamide